CC=1C(C2=CC(=C(C=C2C(C1)=O)C)C)=O 2,6,7-trimethyl-1,4-naphthoquinone